C1=CC=C(C(=C1)C[C@H](C(=O)O)N)O The molecule is a 2-hydroxyphenylalanine that has D-configuration. It has a role as a human metabolite. It is an enantiomer of a L-o-tyrosine.